(2S,3S,4R)-tert-Butyl-4-azido-6-methoxy-3-methyl-1,2,3,4-tetrahydroquinoline-2-carboxylate C(C)(C)(C)OC(=O)[C@H]1NC2=CC=C(C=C2[C@@H]([C@H]1C)N=[N+]=[N-])OC